2'-chloro-N-(5-(3-fluorobicyclo(1.1.1)pentan-1-yl)-1,3,4-thiadiazol-2-yl)-5'-methoxy-6-methyl-(4,4'-bipyridine)-3-carboxamide ClC1=NC=C(C(=C1)C1=C(C=NC(=C1)C)C(=O)NC=1SC(=NN1)C12CC(C1)(C2)F)OC